Monosodium dihydrogen phosphate P(=O)(O)(O)[O-].[Na+]